2,4-dichlorophenyl-3,3,3-trifluoropropenyl ether ClC1=C(C=CC(=C1)Cl)C(=CC(F)(F)F)OC(=CC(F)(F)F)C1=C(C=C(C=C1)Cl)Cl